BrC1=C(C=C(C=C1)Cl)C(CO[Si](C)(C)C(C)(C)C)F [2-(2-bromo-5-chlorophenyl)-2-fluoro-ethoxy]-tert-butyl-dimethyl-silane